2-[[1-(4,6-dimethylpyrimidin-2-yl)piperidin-4-yl]methyl]-6-(2,4-dimethyl-1,3-thiazol-4-yl)piperidin-3-one CC1=NC(=NC(=C1)C)N1CCC(CC1)CC1NC(CCC1=O)C1(N=C(SC1)C)C